ethyl 3-(4-amino-2-fluoro-5-methoxyphenyl)-4-nitrobutanoate NC1=CC(=C(C=C1OC)C(CC(=O)OCC)C[N+](=O)[O-])F